The molecule is an N-acyl-amino acid obtained by formal condensation of the carboxy group of (2R)-2-[2-(hydroxyamino)-2-oxoethyl]-4-methylpentanoic acid with the amino group of N-methyl-L-tryptophanamide. A cell permeable broad-spectrum matrix metalloproteinase (MMP) inhibitor It has a role as an EC 3.4.24.24 (gelatinase A) inhibitor, a neuroprotective agent, an anti-inflammatory agent, an antibacterial agent and an antineoplastic agent. It is a L-tryptophan derivative, a hydroxamic acid and a N-acyl-amino acid. CC(C)C[C@H](CC(=O)NO)C(=O)N[C@@H](CC1=CNC2=CC=CC=C21)C(=O)NC